N1=C(C=CC=C1)C1=CC=CC=C1C(=O)N 2-pyridinebenzamide